C(C)O[Si](OCC)(OCC)CCC[SiH3] (triethoxysilylpropyl)silane